C(C)OC(\C=C(/CF)\NCC1=CC=C(C=C1)OC)=O (2E)-4-fluoro-3-[[(4-methoxyphenyl)methyl]amino]but-2-enoic acid ethyl ester